C(C)(C)(C)C=1C=C2C(=C(C(=NC2=CC1)C1=CC=CC=C1)SC1=CC=CC=C1)C1=CC=CC=C1 6-(Tert-butyl)-2,4-diphenyl-3-(phenylsulfanyl)quinoline